CC=1NC=C(N1)CCN 2-(2-methylimidazolyl)ethylamine